(R*)-3-{1-[(S)-1-(2,3-dihydrobenzo[1,4]dioxin-2-yl)methyl]piperidin-3-yl}phenol O1[C@H](COC2=C1C=CC=C2)CN2C[C@H](CCC2)C=2C=C(C=CC2)O |o1:13|